P(=O)([O-])([O-])O.[Na+].C(CCC)N1C=[N+](C=C1)C 1-butyl-3-methylimidazolium sodium phosphate